2-[2-(6-methyl-2-pyridyl)imidazo[1,2-a]pyridin-3-yl]-7-(4,5,6,7-tetrahydropyrazolo[1,5-a]pyrazin-2-yl)-1,5-naphthyridine CC1=CC=CC(=N1)C=1N=C2N(C=CC=C2)C1C1=NC2=CC(=CN=C2C=C1)C1=NN2C(CNCC2)=C1